(R)-1-(5-(difluoromethyl)-1,3,4-thiadiazol-2-yl)-4-(hexahydropyrazino[2,1-c][1,4]oxazin-8(1H)-yl)-N-(1-methylcyclopropyl)-1H-benzo[d]imidazole-6-sulfonamide FC(C1=NN=C(S1)N1C=NC2=C1C=C(C=C2N2C[C@@H]1COCCN1CC2)S(=O)(=O)NC2(CC2)C)F